ethyl 3-[3-(4-chloro-3,5-dimethylphenoxy)propyl]-1-[2-(piperazin-1-yl)ethyl]-7-(1,3,5-trimethyl-1H-pyrazol-4-yl)-1H-indole-2-carboxylate ClC1=C(C=C(OCCCC2=C(N(C3=C(C=CC=C23)C=2C(=NN(C2C)C)C)CCN2CCNCC2)C(=O)OCC)C=C1C)C